FC=1C(=C(C=CC1)NC(=O)C1=NSN=C1NC)NCC=1N=NC=CC1 N-(3-fluoro-2-((pyridazin-3-ylmethyl)amino)phenyl)-4-(methylamino)-1,2,5-thiadiazole-3-carboxamide